Perfluorooctanecarboxylic acid FC(C(C(C(C(C(C(C(F)(F)F)(F)F)(F)F)(F)F)(F)F)(F)F)(F)F)(C(=O)O)F